FC=1OC2=CC=CC=C2C(C1)=O monofluorochromone